methyl 7-(cyclopentylamino)-8-(naphthalen-1-ylmethyl)-6-oxo-9-(3-(trifluoromethyl)phenyl)-3,4-dihydro-2H,6H-pyrido[1,2-e][1,2,5]thiadiazine-4-carboxylate 1,1-dioxide C1(CCCC1)NC1=C(C(=C2N(C(CNS2(=O)=O)C(=O)OC)C1=O)C1=CC(=CC=C1)C(F)(F)F)CC1=CC=CC2=CC=CC=C12